3-bromo-1-(2-((tert-butyldimethylsilyl)oxy)ethyl)-1H-indole BrC1=CN(C2=CC=CC=C12)CCO[Si](C)(C)C(C)(C)C